1-(3-(((4,4-bis(octyloxy)butanoyl)oxy)methyl)-5-(hydroxymethyl)benzyl) 8-(3-pentyloctyl) octanedioate C(CCCCCCC(=O)OCCC(CCCCC)CCCCC)(=O)OCC1=CC(=CC(=C1)CO)COC(CCC(OCCCCCCCC)OCCCCCCCC)=O